N-(1-(3-methoxyphenyl)cyclobutyl)-2-methylpropane-2-sulfinamide COC=1C=C(C=CC1)C1(CCC1)NS(=O)C(C)(C)C